n-butyl-tellurium oxide C(CCC)[Te]=O